O.C(CCCC(=O)O)(=O)O.N[C@H](C1CCN(CC1)C([C@@H](CO)O)=O)C1=C(C=C(C(=C1)Cl)C)O.N[C@@H](C1=C(C=C(C(=C1)Cl)C)O)C1CCN(CC1)C([C@@H](CO)O)=O (2R)-1-[4-[(R)-amino(5-chloro-2-hydroxy-4-methylphenyl)methyl]piperidin-1-yl]-2,3-dihydroxypropan-1-one hemi-glutarate hemihydrate